6-[2,6-difluoro-4-(6-isopropylsulfanyl-2-pyridinyl)phenyl]-6-azaspiro[2.5]octane-2-carboxylic acid FC1=C(C(=CC(=C1)C1=NC(=CC=C1)SC(C)C)F)N1CCC2(C(C2)C(=O)O)CC1